2,4,6-Tris(5-((trimethylsilyl)ethynyl)thiophen-2-yl)-1,3,5-triazin C[Si](C)(C)C#CC1=CC=C(S1)C1=NC(=NC(=N1)C=1SC(=CC1)C#C[Si](C)(C)C)C=1SC(=CC1)C#C[Si](C)(C)C